C1OC2=CC=C3C=CN(C3=C2O1)CC(C)N1CCCC1 6-methylenedioxy-1-(2-(1-tetrahydropyrrolyl)propyl)-1H-indole